NC(C1=CC=CC=C1)C(=O)C(C1=CC=CC=C1)N aminobenzyl ketone